3-(N-Benzoylimino)propionic acid C(C1=CC=CC=C1)(=O)N=CCC(=O)O